2-(6-((1r,4r)-5-((6-methoxypyridin-3-yl)methyl)-2,5-diazabicyclo[2.2.1]heptan-2-yl)pyridin-3-yl)-N-(5-methyl-1H-pyrazol-3-yl)quinazolin-4-amine COC1=CC=C(C=N1)CN1[C@H]2CN([C@@H](C1)C2)C2=CC=C(C=N2)C2=NC1=CC=CC=C1C(=N2)NC2=NNC(=C2)C